N1=CC(=CC=C1)CCC=O 3-(pyridin-3-yl)propanal